FC=1N=CN(C1)C[C@@H](C)O (R)-1-(4-fluoro-1H-imidazol-1-yl)propan-2-ol